N,N-dimethyl-4-(2-{[piperidin-3-yl]amino}-5-(trifluoromethyl)pyrimidin-4-yl)-1H-pyrrole-3-carboxamide CN(C(=O)C1=CNC=C1C1=NC(=NC=C1C(F)(F)F)NC1CNCCC1)C